C1(=CC=C(C=C1)C1=NC=CC=C1)C (4-tolyl)pyridine